BrC1=CC(OC)=C2C=3[C@@]45[C@@H](O2)[C@@H](O)C=C[C@H]4[C@@H](CC13)N(C)CC5 1-bromocodeine